(2S,4R)-N-((R)-1-(4-(2-chloropyridin-3-yl)phenyl)-2-hydroxyethyl)-4-hydroxypyrrolidine-2-carboxamide ClC1=NC=CC=C1C1=CC=C(C=C1)[C@H](CO)NC(=O)[C@H]1NC[C@@H](C1)O